C1(CCC1)CC(=O)NC1=C(C(=C(C=C1F)C1=CC2=C(N=C(N=C2)NC2CCC(CC2)N(C)C)N(C1=O)C(C)C)F)F 2-cyclobutyl-N-(4-(2-(((1r,4r)-4-(dimethylamino)cyclohexyl)amino)-8-isopropyl-7-oxo-7,8-dihydropyrido[2,3-d]pyrimidin-6-yl)-2,3,6-trifluorophenyl)acetamide